3-C-β-D-glucosyl-1-(4-methylbenzyl)benzene-2,4,6-triol [C@@H]1([C@H](O)[C@@H](O)[C@H](O)[C@H](O1)CO)C=1C(=C(C(=CC1O)O)CC1=CC=C(C=C1)C)O